FC(C1CCN(CC1)C1=CC=C(C=C1)NC1=CC=C(CNC(=O)N)C=C1)(F)F 1-(4-((4-(4-(Trifluoromethyl)piperidin-1-yl)phenyl)amino)benzyl)urea